3-hydroxy-2-(pyridin-3-yl)pyrrolidin OC1C(NCC1)C=1C=NC=CC1